tert-butyl 2-((2-chloro-6-fluoro-4-methylbenzyl) oxy)-3-iodo-5,8-dihydro-1,7-naphthyridine-7(6H)-carboxylate ClC1=C(COC2=NC=3CN(CCC3C=C2I)C(=O)OC(C)(C)C)C(=CC(=C1)C)F